Methyl (2S)-4-(4-fluoro-5-hydroxy-6-methoxy-isoindolin-2-yl)-2-methyl-4-oxo-butanoate FC1=C2CN(CC2=CC(=C1O)OC)C(C[C@@H](C(=O)OC)C)=O